BrC1=CC=C(C=C1)[C@@]12CN(C[C@H]2C1)C(C(C)C)=O 1-((1R,5S)-1-(4-bromophenyl)-3-azabicyclo[3.1.0]hexan-3-yl)-2-methylpropan-1-one